N-(4-fluoro-5-(((2S,4R)-4-((2-methoxypyridin-4-yl)oxy)-2-methylpyrrolidin-1-yl)methyl)thiazol-2-yl)acetamide FC=1N=C(SC1CN1[C@H](C[C@H](C1)OC1=CC(=NC=C1)OC)C)NC(C)=O